CON(CC1=CC=CC=C1)OC dimethoxybenzyl-amine